NC1=NC=CC=C1C1=NC=2C(=NC(=CC2)C2=CC=CC=C2)N1C1=CC=C(C=C1)CNC(=O)C1=NC(=CC=C1)S(=O)(=O)CC N-[[4-[2-(2-amino-3-pyridyl)-5-phenyl-imidazo[4,5-b]pyridin-3-yl]phenyl]methyl]-6-ethylsulfonyl-pyridine-2-carboxamide